cis-hex-3-enyl acetate ((Z)-hex-3-enyl acetate) C(C\C=C/CC)CC(=O)O.C(C)(=O)OCC\C=C/CC